7-bromo-5-fluoro-2-(((1-(2,2,2-trifluoroethyl)piperidin-4-yl)thio)methyl)quinazolin-4(3H)-one BrC1=CC(=C2C(NC(=NC2=C1)CSC1CCN(CC1)CC(F)(F)F)=O)F